3-((1-((tert-butyldimethylsilyl)oxy)-3-hydroxy-2-methylpropan-2-yl)oxy)-1H-pyrazole-1-carboxylic acid tert-butyl ester C(C)(C)(C)OC(=O)N1N=C(C=C1)OC(CO[Si](C)(C)C(C)(C)C)(CO)C